CC(=O)C1=CC(=CC(=C1)OC(=O)C)OC(=O)C 3,5-diacetoxyacetophenone